3-(4-Chlorophenoxy)-1,2-propandiol ClC1=CC=C(OCC(CO)O)C=C1